((1-methylpiperidin-4-yl)methyl)benzamide CN1CCC(CC1)CC1=C(C(=O)N)C=CC=C1